C(C)NCC(=O)O 2-(Ethylamino)acetic acid